(2S,4r)-1-[(2S)-2-(4-cyclopropyl-triazol-1-yl)-3,3-dimethyl-butyryl]-4-hydroxy-N-[(3-hydroxypyrazin-2-yl)methyl]pyrrolidine-2-carboxamide trimethylolpropaneenoate C(O)C(=C(C(=O)O)CO)CO.C1(CC1)C=1N=NN(C1)[C@H](C(=O)N1[C@@H](C[C@H](C1)O)C(=O)NCC1=NC=CN=C1O)C(C)(C)C